8-bromo-3,6-dimethyl-2-(3-methyltetrahydrofuran-3-yl)quinazolin-4(3H)-one BrC=1C=C(C=C2C(N(C(=NC12)C1(COCC1)C)C)=O)C